2,4-difluoro-3-trimethylacetamidobenzoic acid FC1=C(C(=O)O)C=CC(=C1NC(C(C)(C)C)=O)F